COC1=CC=C(C=C1)C=1OC2=C(C1C)C=CC=C2 2-(4-Methoxyphenyl)-3-methylbenzofuran